NC1(CC=C(C=C1)S(=O)(=O)C1=CCC(C=C1)(N)N)N 4,4-Diaminophenylsulfone